7-isopropoxy-2-[1-methyl-2-oxabicyclo[2.2.1]heptan-4-yl]imidazo[1,2-a]pyrimidine-6-carboxylic acid C(C)(C)OC1=NC=2N(C=C1C(=O)O)C=C(N2)C21COC(CC2)(C1)C